phenylacetylene phosphate P(=O)(O)(O)O.C1(=CC=CC=C1)C#C